CNCC.[S] sulfur methyl-ethylamine